N-(3,4-difluorophenyl)-1-methyl-4-(2-oxo-2-(thiazol-2-ylamino)acetyl)-1H-pyrrole-2-carboxamide FC=1C=C(C=CC1F)NC(=O)C=1N(C=C(C1)C(C(NC=1SC=CN1)=O)=O)C